FC1CC(N(C1)C(CC=1C=NN(C1)C)=O)C(=O)NC(C1=CC=C(C=C1)C(C)C)C1=CC=CC=C1 4-fluoro-1-[2-(1-methyl-1H-pyrazol-4-yl)acetyl]-N-{phenyl-[4-(propan-2-yl)phenyl]methyl}pyrrolidine-2-carboxamide